1-(1-(1-(1H-1,2,4-triazole-1-carbonyl)piperidin-2-yl)ethyl)-5-amino-3-(4-((5-fluoro-2-methoxybenzamido)methyl)phenyl)-1H-pyrazole-4-carboxamide N1(N=CN=C1)C(=O)N1C(CCCC1)C(C)N1N=C(C(=C1N)C(=O)N)C1=CC=C(C=C1)CNC(C1=C(C=CC(=C1)F)OC)=O